(1S,3S)-3-{[6-(5-{[5-(cyclopropyl-methoxy)-1H-1,2,3,4-tetrazol-1-yl]methyl}-1-methyl-1H-1,2,3-triazol-4-yl)-2-methylpyridin-3-yl]oxy}cyclohexane-1-carboxylic acid C1(CC1)COC1=NN=NN1CC1=C(N=NN1C)C1=CC=C(C(=N1)C)O[C@@H]1C[C@H](CCC1)C(=O)O